C(C)(C)(C)OC(=O)N1N=C(C2=NC(=C(C=C21)OC)C2=C(C(=CC=C2)C)C)C=2C=NC(=CC2)F.N2(CCCC2)C(CC)=O 1-(pyrrolidin-1-yl)propan-1-one tert-butyl-5-(2,3-dimethylphenyl)-3-(6-fluoropyridin-3-yl)-6-methoxy-1H-pyrazolo[4,3-b]pyridine-1-carboxylate